Diethyl 4-cyclopropyl-1-[2-(4,5-dichloro-2-fluorophenyl)-2-oxoethyl]-1H-pyrazole-3,5-dicarboxylate C1(CC1)C=1C(=NN(C1C(=O)OCC)CC(=O)C1=C(C=C(C(=C1)Cl)Cl)F)C(=O)OCC